1-(1-(4-Hydroxybenzyl)-1H-pyrrol-2-yl)ethan-1-one OC1=CC=C(CN2C(=CC=C2)C(C)=O)C=C1